methyl (1S,2S)-2-((tert-butyldimethylsilyl) oxy)-4,4-dimethylcyclopentane-1-carboxylate [Si](C)(C)(C(C)(C)C)O[C@@H]1[C@H](CC(C1)(C)C)C(=O)OC